ClC1=C(C(=O)C=2C=C(C(=CC2)C2=CC=C(C=C2)S(=O)(=O)[O-])S(=O)(=O)[O-])C=C(C=C1)Cl.[Na+].[Na+] Sodium 4-(2,5-dichlorobenzoyl)-[1,1'-biphenyl]-2,4'-disulfonate